CC1=C(OC=2C=C3C4(C(NC3=CC2)=O)CC4)C(=CC(=C1)[N+](=O)[O-])C 5'-(2,6-dimethyl-4-nitrophenoxy)spiro[cyclopropane-1,3'-indolin]-2'-one